5-oxo-N-(3-(4-((4-(tert-amyl)phenyl)amino)phenyl)propyl)pyrrolidine-3-carboxamide O=C1CC(CN1)C(=O)NCCCC1=CC=C(C=C1)NC1=CC=C(C=C1)C(C)(C)CC